N-[3-[5-chloro-2-[4-(4-methylpiperazin-1-yl)anilino]-pyrimidin-4-yl]-1-methyl-indol-6-yl]prop-2-enamide ClC=1C(=NC(=NC1)NC1=CC=C(C=C1)N1CCN(CC1)C)C1=CN(C2=CC(=CC=C12)NC(C=C)=O)C